C(C1=CC=CC=C1)NC=1C2=C(N=NC1)C=C(S2)C[C@H](C)NC(OC(C)(C)C)=O tert-butyl N-[(2S)-1-[4-(benzylamino)thieno[3,2-c]pyridazin-6-yl] propan-2-yl]carbamate